C(C)(C)(C)OC(NCCC1=CC=C(C=C1)C=1N=NN(N1)CC#N)=O 4-(2-(cyanomethyl)-2H-tetrazol-5-yl)phenethylcarbamic acid tert-butyl ester